NCCCCCCCCCCCCCCCCCC(=O)O 18-aminostearic acid